2,6-dimethylhexane CC(C)CCCCC